C(C1=CC=CC=C1)N1N=CC(=C1)NC(C1=C(C=C(C=C1)C1=NOC(C1)(C(F)(F)F)C1=CC(=CC(=C1)Cl)Cl)C)=O N-(1-benzyl-1H-pyrazol-4-yl)-4-(5-(3,5-dichlorophenyl)-5-(trifluoromethyl)-4,5-dihydroisoxazol-3-yl)-2-methylbenzamide